FC1=NC(=CC(=C1)N(C=1SC(=C(N1)C(=O)NC1C(CC1)(C)C)C)C(=O)C1CCOC1)F 2-[(2,6-difluoro-4-pyridinyl)-(tetrahydrofuran-4-carbonyl)amino]-N-(2,2-dimethylcyclobutyl)-5-methyl-thiazole-4-carboxamide